2-(2,3-Dihydro-[1,4]dioxino[2,3-b]pyridin-2-ylmethoxy)-9-(3-hydroxy-pent-1-ynyl)-6,7-dihydro-pyrimido[6,1-a]isoquinolin-4-one O1C(COC2=NC=CC=C21)COC2=NC(N1C(C3=CC=C(C=C3CC1)C#CC(CC)O)=C2)=O